OC1(CCNCC1)CN1C=NC=2C(C1=O)=NSC2C=2C=C1CCC(C1=CC2)N(C(OC(C)(C)C)=O)C tert-butyl N-(5-(6-((4-hydroxypiperidin-4-yl) methyl)-7-oxo-6,7-dihydroisothiazolo[4,3-d]pyrimidin-3-yl)-2,3-dihydro-1H-inden-1-yl)-N-methylcarbamate